cerium-cobalt [Co].[Ce]